(2S,11aR)-7-Chloro-6-ethoxy-8-methyl-2-((2-oxo-1,2,3,4-tetrahydro-1,6-naphthyridin-7-yl)oxy)-2,3,11,11a-tetrahydro-1H,5H-benzo[f]pyrrolo[2,1-c][1,4]oxazepin-5-one ClC=1C(=CC2=C(C(N3[C@@H](CO2)C[C@@H](C3)OC3=NC=C2CCC(NC2=C3)=O)=O)C1OCC)C